[N+](=O)([O-])C1=CC=C(OP(=O)(OC2=C(C=CC=C2)C)N[C@@H](C)C(=O)OC(C)C)C=C1 Isopropyl ((4-nitrophenoxy)(o-toluyloxy)phosphoryl)-L-alaninate